C(C)(C)(C)OC(NCC1=NC=CC(=C1)CBr)=O [4-(bromomethyl)pyridin-2-yl]methyl-carbamic acid tert-butyl ester